C(#N)[SiH2]F cyanofluorosilane